1-(2-isothiocyanatopyridin-3-yl)pyrrolidin N(=C=S)C1=NC=CC=C1N1CCCC1